ClC=1C=CC2=C(NCC3=C(N2C)C=CC=C3)C1 8-Chloro-5-methyl-5,11-dihydro-10H-dibenzo[b,e][1,4]diazepine